2,6-dimethyl-heptadecane CC(C)CCCC(CCCCCCCCCCC)C